(3R)-3-(1-(tert-butoxy)-3-(2-formylbenzofuran-4-yl)-1-oxopropane-2-yl)pyrrolidine-1-carboxylic acid tert-butyl ester C(C)(C)(C)OC(=O)N1C[C@H](CC1)C(C(=O)OC(C)(C)C)CC1=CC=CC2=C1C=C(O2)C=O